FC=1C=C(C=C(C1OC1=C2C(=NC=C1)N(C=C2)COCC[Si](C)(C)C)F)NC(=O)N[C@H](C)C2COC2 |r| (+/-)-N-{3,5-difluoro-4-[(1-{[2-(trimethylsilyl)ethoxy]methyl}-1H-pyrrolo[2,3-b]pyridin-4-yl)oxy]phenyl}-N'-[(1R)-1-(oxetan-3-yl)ethyl]urea